N-(3-(4-(4-amino-1H-pyrazolo[3,4-D]pyrimidin-3-yl)phenoxy)-4-methylphenyl)-4-((4-methylpiperazin-1-yl)methyl)-3-(trifluoromethyl)benzamide NC1=C2C(=NC=N1)NN=C2C2=CC=C(OC=1C=C(C=CC1C)NC(C1=CC(=C(C=C1)CN1CCN(CC1)C)C(F)(F)F)=O)C=C2